COC=1C=C2C(=CC=NC2=CC1OC)OC1=C(C=C(C=N1)NC(=O)C1(CC1)C(=O)NCCC1=CC=CC=C1)Cl N-(6-{[6,7-bis(methyloxy)quinolin-4-yl]oxy}-5-chloropyridin-3-yl)-N'-(2-phenylethyl)cyclopropane-1,1-dicarboxamide